N-(4-(5-(3-(benzyloxy)cyclobutyl)-2-(4-fluorophenyl)-4,5,6,7-tetrahydropyrazolo[1,5-a]pyrazin-3-yl)pyridin-2-yl)acetamide C(C1=CC=CC=C1)OC1CC(C1)N1CC=2N(CC1)N=C(C2C2=CC(=NC=C2)NC(C)=O)C2=CC=C(C=C2)F